1-(2-iodophenyl)-2-phenyl-1H-indole IC1=C(C=CC=C1)N1C(=CC2=CC=CC=C12)C1=CC=CC=C1